2-(3-(3-(benzyloxy)phenyl)cyclopentyl)acetic acid C(C1=CC=CC=C1)OC=1C=C(C=CC1)C1CC(CC1)CC(=O)O